Cl.C12(C(CCC(C1(C)C)C2)(C)O)O (+)-Pinanediol-HCl